S1C(=CC=C1)C1=NC(=C(C=C1C(=O)C1=CC=CC=C1)C(=O)C1=CC=CC=C1)C=1SC=CC1 2,6-bis(thiophen-2-yl)pyridine-3,5-diyl-bis(phenyl-methanone)